7-(difluoromethylsulfonyl)-4-(3,5-difluorophenoxy)indan-1-amine FC(S(=O)(=O)C=1C=CC(=C2CCC(C12)N)OC1=CC(=CC(=C1)F)F)F